cyano-trifluoromethanesulfonamide C(#N)NS(=O)(=O)C(F)(F)F